ClCCOCCCl Bis(chloroethyl) ether